Cl.N[C@@H](CC)C1=NC2=CC=CC(=C2C(N1C1=CC=CC=C1)=O)Cl (S)-2-(1-aminopropyl)-5-chloro-3-phenylquinazolin-4(3H)-one hydrochloride